C(C)(=O)NC=1C=C(N(N1)C1=NC=C(C=C1)C(=O)N1CCOCC1)C(C)N(C(C1=CC(=CC(=C1)C(F)(F)F)C(F)(F)F)=O)C N-[1-[5-acetamido-2-[5-(morpholine-4-carbonyl)-2-pyridyl]pyrazol-3-yl]ethyl]-N-methyl-3,5-bis(trifluoromethyl)benzamide